2-((5-(1-(((1s,4s)-4-(((tert-butyldimethylsilyl)oxy)methyl)cyclohexyl)methyl)piperidin-4-yl)pyridin-2-yl)amino)-7-cyclopentyl-N,N-dimethyl-7H-pyrrolo[2,3-d]pyrimidine-6-carboxamide [Si](C)(C)(C(C)(C)C)OCC1CCC(CC1)CN1CCC(CC1)C=1C=CC(=NC1)NC=1N=CC2=C(N1)N(C(=C2)C(=O)N(C)C)C2CCCC2